Tert-butyl 2-(1-(2-(2-methoxyphenyl)-2-((tetrahydro-2H-pyran-4-yl) oxy) ethyl)-5-methyl-6-(oxazol-2-yl)-2,4-dioxo-1,2-dihydrothieno[2,3-d]pyrimidin-3(4H)-yl)-2-methylpropanoate COC1=C(C=CC=C1)C(CN1C(N(C(C2=C1SC(=C2C)C=2OC=CN2)=O)C(C(=O)OC(C)(C)C)(C)C)=O)OC2CCOCC2